ClC=1C=C(C=CC1C(F)(F)F)NC(=O)N1[C@H]2CC[C@@H]1C(C=1N=C(N=CC12)O)=NO (5S,8R)-N-(3-chloro-4-(trifluoromethyl)phenyl)-2-hydroxy-9-(hydroxyimino)-6,7,8,9-tetrahydro-5H-5,8-epiminocyclohepta[d]pyrimidine-10-carboxamide